5-((tert-butyldiphenylsilyl)oxy)-3-ethynyl-2-azabicyclo[2.2.1]heptane-2-carboxylate [Si](C1=CC=CC=C1)(C1=CC=CC=C1)(C(C)(C)C)OC1C2C(N(C(C1)C2)C(=O)[O-])C#C